FC(CN1N=CC=2C1=NC(=CN2)N2CC1CC(C2)C12CN(C(C2)=O)C2=NC=CC(=C2)C(F)(F)F)F 3-(1-(2,2-difluoroethyl)-1H-pyrazolo[3,4-b]pyrazin-6-yl)-1'-(4-(trifluoromethyl)pyridin-2-yl)-3-azaspiro[bicyclo[3.1.1]heptane-6,3'-pyrrolidin]-5'-one